C(C)(=O)C=1C=C(C=C2C(N(C(=NC12)N1CCOCC1)C(F)F)=O)F 8-acetyl-3-(difluoromethyl)-6-fluoro-2-morpholino-quinazolin-4-one